ClC1=CC(=NC=C1)OCC(CCOC=1C(=C(C=CC1)C1=CC=2N(C=C1)N=C(N2)N)F)(F)F 7-(3-(4-((4-chloropyridin-2-yl)oxy)-3,3-difluorobutoxy)-2-fluorophenyl)-[1,2,4]triazolo[1,5-a]pyridin-2-amine